1-[2-(ethoxymethyl)-4-iodo-5-phenyl-1H-imidazol-1-yl]-2-methylpropan-2-ol C(C)OCC=1N(C(=C(N1)I)C1=CC=CC=C1)CC(C)(O)C